O1CC[C@H](C2=CC=CC=C12)NC(=O)[C@@H]1CC[C@H]2N1C([C@H](CN(CC2)C(C(C)(C)C)=O)NC([C@H](C)N(C(OC(C)(C)C)=O)CC)=O)=O tert-butyl ((S)-1-(((5S,8S,10aR)-8-(((R)-chroman-4-yl)carbamoyl)-6-oxo-3-pivaloyldecahydropyrrolo[1,2-a][1,5]diazocin-5-yl)amino)-1-oxopropan-2-yl)(ethyl)carbamate